5-isopropoxybenzo[b]thiophene-7-carbonitrile C(C)(C)OC1=CC2=C(SC=C2)C(=C1)C#N